COC1=C2C(OC(C2=CC(=C1)C)=O)=O methoxy-6-methylisobenzofuran-1,3-dione